BrC1=C(C=C(C(=O)N2CC=3N(CC2)C(N(C3C(=O)NCC3=CC=C(C=C3)Cl)C3=CC=C(C=C3)OC)=O)C=C1)Cl 7-(4-bromo-3-chloro-benzoyl)-N-[(4-chlorophenyl)methyl]-2-(4-methoxyphenyl)-3-oxo-6,8-dihydro-5H-imidazo[1,5-a]pyrazine-1-carboxamide